CSCCCC(=O)O 4-(methylsulfanyl)butyric acid